The molecule is an angiotensin compound consisting of the linear heptapeptide sequence L-Asp-L-Arg-L-Val-L-Tyr-L-Ile-L-His-L-Pro. It has a role as a vasodilator agent. It is a tautomer of an Ile(5)-angiotensin II (1-7) dizwitterion. CC[C@H](C)[C@@H](C(=O)N[C@@H](CC1=CN=CN1)C(=O)N2CCC[C@H]2C(=O)O)NC(=O)[C@H](CC3=CC=C(C=C3)O)NC(=O)[C@H](C(C)C)NC(=O)[C@H](CCCN=C(N)N)NC(=O)[C@H](CC(=O)O)N